2,3-dimethyl-6-[(2R)-2-(1-methylpyrazol-4-yl)morpholin-4-yl]-8-[3-(trifluoromethyl)-1-bicyclo[1.1.1]pentanyl]pyrido[3,4-d]pyrimidin-4-one CC=1N(C(C2=C(N1)C(=NC(=C2)N2C[C@H](OCC2)C=2C=NN(C2)C)C21CC(C2)(C1)C(F)(F)F)=O)C